5-(6-chloro-5'-(5-chloro-2-methylphenyl)-3'-isopropyl-2,6'-dioxo-5',6'-dihydro-3'H-spiro[dihydroindole-3,4'-pyrrolo[3,4-d]imidazole]-2'-yl)-4-methoxypyrimidine ClC1=CC=C2C(=C1)NC(C21N(C(C=2N=C(N(C21)C(C)C)C=2C(=NC=NC2)OC)=O)C2=C(C=CC(=C2)Cl)C)=O